(4-ethoxy-3-fluorophenyl)-N-(1-isopropyl-1H-pyrazol-4-yl)-5-methylpyrimidin-2-amine C(C)OC1=C(C=C(C=C1)C1=NC(=NC=C1C)NC=1C=NN(C1)C(C)C)F